N(=[N+]=[N-])CCOCCOCCOC1=CC=C(C=C1)CCC(C(=O)[O-])C(C1=CC=C(C=C1)C(F)(F)F)=O 4-(4-{2-[2-(2-azidoethoxy)ethoxy]ethoxy}phenyl)-2-[4-(trifluoromethyl)benzoyl]butanoate